5-((1R,4R)-2,5-diazabicyclo[2.2.1]heptan-2-yl)-2-(2,6-dioxopyridin-3-yl)-6-fluoroisoindoline-1,3-dione [C@H]12N(C[C@H](NC1)C2)C=2C=C1C(N(C(C1=CC2F)=O)C2C(NC(C=C2)=O)=O)=O